CN(C)CC1=CC=C(CN(CCN(C(C2=C(C=CC(=C2)F)NCC2=CC=C(C=C2)CN(C)C)=O)C)C)C=C1 N-(2-((4-((dimethylamino)methyl)benzyl)(methyl)amino)ethyl)-2-((4-((dimethylamino)methyl)benzyl)amino)-5-fluoro-N-methylbenzamide